1,4-phthalazinedione C1(N=NC(C2=CC=CC=C12)=O)=O